C(C)(C)N1N=CC(=C1)NC=1C=C(C=CC1)C1=CC=C(C=C1)N1C(NCC1)=O 1-(3'-((1-isopropyl-1H-pyrazol-4-yl)amino)-[1,1'-biphenyl]-4-yl)imidazolidin-2-one